C1=CC=CC=2C3=CC=CC=C3N(C12)C1=C(C=CC=C1)C=1C(=CC=CC1)C1=CC(=C(C=C1)N1C2=C(C3=CC=CC=C13)C=CC=N2)N2C1=C(C3=CC=CC=C23)C=CC=N1 9,9'-(2''-(9H-carbazol-9-yl)-[1,1':2',1''-terphenyl]-3,4-diyl)bis(9H-pyrido[2,3-b]indole)